O[C@@H](C(=O)OC)[C@H](C)O methyl (2R,3S)-2,3-dihydroxybutyrate